((S)-2-amino-3-fluoropropyl)-2-(1-(cyclopropylmethyl)-7-(2-fluoro-2-(1H-imidazol-1-yl)ethoxy)-1H-indol-2-yl)-3-methyl-3,5,6,7-tetrahydro-8H-imidazo[4,5-b][1,6]naphthyridin-8-one N[C@@H](CC1CNC(C=2C=C3C(=NC12)N(C(=N3)C=3N(C1=C(C=CC=C1C3)OCC(N3C=NC=C3)F)CC3CC3)C)=O)CF